FC(C1=NC(=NO1)C1=CC=C(C=C1)CN1C=NC(=C1C#N)C#N)(F)F 1-[[4-[5-(trifluoromethyl)-1,2,4-oxadiazol-3-yl]phenyl]methyl]imidazole-4,5-dicarbonitrile